CC(C)(CCCCN)C(C)(C)N tetramethyl-1,6-hexanediamine